3-[7-chloro-5-fluoro-2-(trifluoro-methyl)-1H-benzimidazol-4-yl]-1-methyl-6-(trifluoromethyl)pyrimidine-2,4(1H,3H)-dione ClC1=CC(=C(C2=C1NC(=N2)C(F)(F)F)N2C(N(C(=CC2=O)C(F)(F)F)C)=O)F